benzyl (4R)-4-amino-5-[[(1S)-2-methoxy-1-methyl-2-oxo-ethyl]amino]-5-oxo-pentanoate N[C@H](CCC(=O)OCC1=CC=CC=C1)C(=O)N[C@H](C(=O)OC)C